1,4-bis(2-phenoxyethoxy)naphthalene O(C1=CC=CC=C1)CCOC1=CC=C(C2=CC=CC=C12)OCCOC1=CC=CC=C1